2,3-difluorO-6-[2-(trimethylsilyl)ethynyl]aniline FC1=C(N)C(=CC=C1F)C#C[Si](C)(C)C